(tetrahydropyran-4-yl)zinc iodide [I-].O1CCC(CC1)[Zn+]